FC1=NC=CC=C1C1C(C=2C(=CNC2CC1)C(F)(F)F)O 5-(fluoropyridin-3-yl)-3-(trifluoromethyl)-4,5,6,7-tetrahydro-1H-indol-4-ol